FC(C(=O)N1[C@H](CCC1)C1=C(C=CC=C1)C=1CCN(CC1)C(=O)OC(C)(C)C)(F)F tert-butyl (R)-4-(2-(1-(2,2,2-trifluoroacetyl)pyrrolidin-2-yl)phenyl)-3,6-dihydropyridine-1(2H)-carboxylate